FC1=C(C=CC(=C1)F)NC1=NC=C(C(=N1)NC1=C(C(=CC=C1)C1=NN(C=N1)C)OC)C(=O)O ((2,4-difluorophenyl)amino)-4-((2-methoxy-3-(1-methyl-1H-1,2,4-triazol-3-yl)phenyl)amino)pyrimidine-5-carboxylic acid